Methyl 8-bromo-9-(4-(4-(dimethoxymethyl)piperidin-1-yl)phenyl)-6,7-dihydro-5H-benzo[7]annulene-3-carboxylate BrC=1CCCC2=C(C1C1=CC=C(C=C1)N1CCC(CC1)C(OC)OC)C=CC(=C2)C(=O)OC